1-[(1s,3s)-3-(difluoromethoxy)cyclobutyl]-3-[[2-(difluoromethoxy)pyridin-4-yl]methyl]urea FC(OC1CC(C1)NC(=O)NCC1=CC(=NC=C1)OC(F)F)F